[(2R,3S,4S)-4-hydroxy-2-[(4-methoxyphenyl)methyl]pyrrolidin-3-yl] acetate C(C)(=O)O[C@H]1[C@H](NC[C@@H]1O)CC1=CC=C(C=C1)OC